5-((4-(4-(4-((9-cyclopentyl-8-(phenylamino)-9H-purin-2-yl)amino)phenyl)piperazin-1-yl)piperidine-1-yl)methyl)-2-(2,6-dioxopiperidin-3-yl)-6-fluoroisoindoline-1,3-dione C1(CCCC1)N1C2=NC(=NC=C2N=C1NC1=CC=CC=C1)NC1=CC=C(C=C1)N1CCN(CC1)C1CCN(CC1)CC=1C=C2C(N(C(C2=CC1F)=O)C1C(NC(CC1)=O)=O)=O